ClC=1C=C2C(=NC(=NC2=C(C1C1=CC=CC2=C1N=C(S2)N)F)OC[C@H]2N(CCC2)C)C=2C(CNCC2)C 4-(6-chloro-8-fluoro-4-(3-methyl-1,2,3,6-tetrahydropyridin-4-yl)-2-(((S)-1-methylpyrrolidin-2-yl)methoxy)quinazolin-7-yl)benzo[d]thiazol-2-amine